C(CC)(=O)C=1C=C(C=CC1)C1CCN(CC1)CC1=C(C2=C(C=CC(=NO2)O)C=C1)O 8-((4-(3-propionylphenyl)piperidin-1-yl)methyl)-3,9-dihydroxybenzo[5,6]oxazepin